BrC1=CC2=C(S1)C=1SC(=CC1C2(CC(CCCC)CC)CC(CCCC)CC)Br 2,6-dibromo-4,4-bis(2-ethylhexyl)-4H-cyclopenta[2,1-b:3,4-b']dithiophene